FC1(CN([C@@H]([C@@H](O1)C)CNC1=NC=C(C=C1OC)C(F)(F)F)C(=O)OC(C)(C)C)F tert-Butyl (5R,6S)-2,2-difluoro-5-(((3-methoxy-5-(trifluoromethyl)pyridin-2-yl)amino)methyl)-6-methylmorpholine-4-carboxylate